C1(=CCCCC1)C=1C=CC=C2C=C(C=NC12)C(=O)NCC=1OC=CN1 8-(cyclohex-1-en-1-yl)-N-(oxazol-2-ylmethyl)quinoline-3-carboxamide